C(CCCCCCC\C=C\C\C=C/C)O (E,Z)-9,12-tetradecadienol